3-Fluoro-2-[(1-methoxy-2-methylpropan-2-yl)sulfamoylamino]pyridine tert-butyl-(3-bromo-4-chlorophenyl)(methyl)carbamate C(C)(C)(C)OC(N(C)C1=CC(=C(C=C1)Cl)Br)=O.FC=1C(=NC=CC1)NS(NC(COC)(C)C)(=O)=O